C(C1=CC=C(O1)C(=O)O)C1=CC=C(O1)C(=O)O 5,5'-methylenebis(2-furoic acid)